3,5-dioxane ethyl-formate C(C)OC=O.C1COCOC1